C(C1=CC=CC=C1)OC1CCN(CC1)C1=CC(=NC(=C1)Br)Br 4-(4-(benzyloxy)piperidin-1-yl)-2,6-dibromopyridine